hexahydrospiro[piperidine-4,7'-pyrrolo[2,1-c][1,4]oxazine] C1OCCN2C1CC1(C2)CCNCC1